[(1R,2S,4R)-4-{[5-({4-[(8R)-2-chloro-5,5-difluoro-5,8-dihydro-6H-pyrano[3,4-b]pyridin-8-yl]-5-methyl-2-thienyl}carbonyl)pyrimidin-4-yl]amino}-2-hydroxycyclopentyl]methyl sulfamate S(N)(OC[C@@H]1[C@H](C[C@@H](C1)NC1=NC=NC=C1C(=O)C=1SC(=C(C1)[C@H]1OCC(C=2C1=NC(=CC2)Cl)(F)F)C)O)(=O)=O